2-bromo-4-(1-fluoro-2-hydroxyethoxy)-6-iodopyridin-3-ol BrC1=NC(=CC(=C1O)OC(CO)F)I